R-mevalonolactone C[C@]1(CCOC(=O)C1)O